4-((4,6-bis((3-(bis((2E,4E,6E,8E)-3,7-dimethyl-9-(2,6,6-trimethylcyclohex-1-en-1-yl)nona-2,4,6,8-tetraen-1-yl)amino)propyl)amino)-1,3,5-triazin-2-yl)amino)butan-1-ol C\C(=C/CN(CCCNC1=NC(=NC(=N1)NCCCN(CC=C(C=CC=C(C=CC1=C(CCCC1(C)C)C)C)C)C\C=C(\C=C\C=C(\C=C\C1=C(CCCC1(C)C)C)/C)/C)NCCCCO)C\C=C(\C=C\C=C(\C=C\C1=C(CCCC1(C)C)C)/C)/C)\C=C\C=C(\C=C\C1=C(CCCC1(C)C)C)/C